C1(CCC1)S(=O)(=O)NC1=CC=C(C=C1)C1=C2C(=NC(=C1)NC(=O)C1CC1)NC=C2 N-(4-(4-(cyclobutylsulfonylamino)phenyl)-1H-pyrrolo[2,3-b]pyridin-6-yl)cyclopropylcarboxamide